ClC=1C=C2CCCC3(COC4=CC=C5C(NS(C(C(CCCCC6CCC6CN(C3)C4=C5)C)C)(=O)=O)=O)C2=CC1 6-chloro-11',12'-dimethyl-3,4-dihydro-2H,15'H-spiro[naphthalene-1,22'-[20]oxa[13]thia[1,14]diazatetracyclo[14.7.2.0~3,6~.0~19,24~]pentacosa[16,18,24]trien]-15'-one 13',13'-dioxide